C(C)OC(=O)C=1C(N(C(=CC1)C(F)(F)F)CCCO)=O.C1(=CC=CC=C1)C1=CC(=NC2=CC=CC=C12)C(C(C(C(C(C(C(C(F)(F)F)(F)F)(F)F)(F)F)(F)F)(F)F)(F)F)(F)F 4-phenyl-2-(perfluorooctyl)quinoline ethyl-1-(3-hydroxypropyl)-2-oxo-6-(trifluoromethyl)-1,2-dihydropyridine-3-carboxylate